tert-Butyl 1-piperazinecarboxylate N1(CCNCC1)C(=O)OC(C)(C)C